ClC1=C(OC2=NC=C(C=C2C(=O)NC2=CC(=CC=C2)CO)C(F)(F)F)C=CC(=C1)OC(F)(F)F 2-[2-chloro-4-(tri-fluoromethoxy)-phenoxy]-N-[3-(hydroxymethyl)-phenyl]-5-(trifluoro-methyl)pyridine-3-carboxamide